(E)-1-fluoro-4-(prop-1-en-1-yl)benzene FC1=CC=C(C=C1)\C=C\C